N-PHENYLACETAMIDE C1(=CC=CC=C1)NC(C)=O